[Si](C1=CC=CC=C1)(C1=CC=CC=C1)(C(C)(C)C)OC1C(COC1)N1CCN(CC1)C1=C(C=C2C=NC(=NC2=C1)N)Cl 7-(4-(4-((Tert-butyldiphenylsilyl)oxy)tetrahydrofuran-3-yl)piperazin-1-yl)-6-chloroquinazolin-2-amine